FC1=C(CN2C(C=3C=CC=NC3CC2)=O)C=C(C=C1)OC(F)(F)F 6-(2-fluoro-5-(trifluoromethoxy)benzyl)-7,8-dihydro1,6-naphthyridin-5(6H)-one